N-(6-(benzyloxy)-4'-nitro-[1,1'-biphenyl]-2-yl)-2-(1H-indol-6-yl)acetamide C(C1=CC=CC=C1)OC1=CC=CC(=C1C1=CC=C(C=C1)[N+](=O)[O-])NC(CC1=CC=C2C=CNC2=C1)=O